3-(4-((9-((R)-3-(4-amino-3-(4-phenoxyphenyl)-1H-pyrazolo[3,4-d]pyrimidin-1-yl)piperidin-1-yl)nonyl)thio)-1-oxoisoindolin-2-yl)piperidine-2,6-dione NC1=C2C(=NC=N1)N(N=C2C2=CC=C(C=C2)OC2=CC=CC=C2)[C@H]2CN(CCC2)CCCCCCCCCSC2=C1CN(C(C1=CC=C2)=O)C2C(NC(CC2)=O)=O